([1,1-biphenyl]-4-ylcarbamoyl)benzoic acid C1(=CC=C(C=C1)NC(=O)C1=C(C(=O)O)C=CC=C1)C1=CC=CC=C1